ClC=1C=C(C=CC1C(=O)N[C@H]1[C@H]2CC[C@@H](C1)N2C#N)C2=CC(=CC(=C2)F)CC#N 3-chloro-N-((1R,2R,4S)-7-cyano-7-azabicyclo[2.2.1]heptan-2-yl)-3'-(cyanomethyl)-5'-fluoro[biphenyl]-4-carboxamide